(3R,4S)-1-[4-({8-[(2R,3S)-3-(methanesulfonyl-methyl)-2-methylazetidin-1-yl]-5-(propan-2-yl)isoquinolin-3-yl}amino)pyrimidin-2-yl]-3-methoxy-piperidin-4-ol CS(=O)(=O)C[C@@H]1[C@H](N(C1)C=1C=CC(=C2C=C(N=CC12)NC1=NC(=NC=C1)N1C[C@H]([C@H](CC1)O)OC)C(C)C)C